COC1=NC=NC(=C1C#C[Si](C)(C)C)OC 4,6-dimethoxy-5-((trimethylsilyl)ethynyl)pyrimidine